3-[(4-chlorophenyl)sulfanyl]-N-hydroxypyridine-4-carboximidamide ClC1=CC=C(C=C1)SC=1C=NC=CC1C(NO)=N